tert-butyl 6-[4-fluoro-4-[5-fluoro-3-(1-methylpyrazol-4-yl)-2-pyridyl]-1-piperidyl]-2-azaspiro[3.4]octane-2-carboxylate FC1(CCN(CC1)C1CC2(CN(C2)C(=O)OC(C)(C)C)CC1)C1=NC=C(C=C1C=1C=NN(C1)C)F